Ethyl 2-(1-(4-((4-(3-((2-((1S)-1-((tetrahydro-2H-pyran-2-yl)oxy)ethyl)-1H-imidazol-1-yl)methyl)isoxazol-5-yl)phenyl)ethynyl)benzyl)azetidin-3-yl)acetate O1C(CCCC1)O[C@@H](C)C=1N(C=CN1)CC1=NOC(=C1)C1=CC=C(C=C1)C#CC1=CC=C(CN2CC(C2)CC(=O)OCC)C=C1